N-(6-(((3aR,6aS)-5-acryloylhexahydropyrrolo[3,4-c]pyrrol-2(1H)-yl)methyl)-4-methoxybenzo[d]isoxazol-3-yl)-2-methoxybenzenesulfonamide C(C=C)(=O)N1C[C@H]2[C@@H](C1)CN(C2)CC2=CC1=C(C(=NO1)NS(=O)(=O)C1=C(C=CC=C1)OC)C(=C2)OC